Cl.CC1=C(C(=C(C=N1)CO)CO)O 6-methyl-5-hydroxy-3,4-pyridinedimethanol hydrochloride